(E)-N-(6-(1H-imidazol-1-yl)-2-morpholino-9H-purin-9-yl)-1-(m-tolyl)methanimine N1(C=NC=C1)C1=C2N=CN(C2=NC(=N1)N1CCOCC1)/N=C/C=1C=C(C=CC1)C